C(CCCCC)OC(C(C(C)(C)C)COCCC)=O.C1(C(C)=CC(N1CC1=CC(=CC=C1)CN1C(C(C)=CC1=O)=O)=O)=O 1,3-Bis(citraconimidomethyl)benzene hexyl-2-propoxymethyl-3,3-dimethylbutyrate